[PH2]([S-])=S.[Li+].C1(=CC=CC=C1)[Si](OOC(C1=CC=CC=C1)(C)C)(C1=CC=CC=C1)C1=CC=CC=C1 triphenyl-(α,α'-dimethylbenzyl-peroxy)silane lithium dithiophosphinate